6-(7-(1-methyl-1H-pyrazol-4-yl)imidazo[1,2-a]pyridin-3-yl)-N-(4-morpholinophenyl)pyridin-2-amine CN1N=CC(=C1)C1=CC=2N(C=C1)C(=CN2)C2=CC=CC(=N2)NC2=CC=C(C=C2)N2CCOCC2